benzimidazole dihydrogen phosphate P(=O)(O)(O)O.N1=CNC2=C1C=CC=C2